6-chloro-3-(3-methoxy-5-(trifluoromethyl)pyridin-2-yl)-4-methylpyridazine ClC1=CC(=C(N=N1)C1=NC=C(C=C1OC)C(F)(F)F)C